N-(methyl-d3)-4-((5-methyl-4,5-dihydro-[1,2,4]triazolo[1,5-a]quinoxalin-6-yl)amino)nicotinamide C(NC(C1=CN=CC=C1NC1=C2N(CC=3N(C2=CC=C1)N=CN3)C)=O)([2H])([2H])[2H]